6-[4-fluoro-3-(trifluoromethyl)phenyl]-1-[(4-methyl-3-pyridyl)methyl]-3H-imidazo[4,5-b]pyridin-2-one FC1=C(C=C(C=C1)C=1C=C2C(=NC1)NC(N2CC=2C=NC=CC2C)=O)C(F)(F)F